(S)-4-amino-5-((R)-3-(4-amino-(4-phenoxyphenyl)-1H-pyrazolo[3,4-d]pyrimidin-1-yl)piperidin-1-yl)-5-carbonylvaleramide N[C@@H](CCC(=O)N)C(=C=O)N1C[C@@H](CCC1)N1N=C(C=2C1=NC=NC2N)C2=CC=C(C=C2)OC2=CC=CC=C2